N-(cyclopropylmethyl)-4-(4-(6-hydroxy-3,4-dihydroquinolin-1(2H)-yl)pyrimidin-2-ylamino)benzenesulfonamide C1(CC1)CNS(=O)(=O)C1=CC=C(C=C1)NC1=NC=CC(=N1)N1CCCC2=CC(=CC=C12)O